2-((2-bromothiophene-3-yl)methylene)-5,6-difluoro-1H-indene-1,3(2H)-dione BrC=1SC=CC1C=C1C(C2=CC(=C(C=C2C1=O)F)F)=O